(3-(1-(((3r,5r,7r)-adamantan-1-yl)methyl)-5-methyl-1H-pyrazol-4-yl)-6-(8-(benzo[d]thiazol-2-ylcarbamoyl)-3,4-dihydroisoquinolin-2(1H)-yl)pyridin-2-yl)(methyl)phosphinic acid C12(CC3CC(CC(C1)C3)C2)CN2N=CC(=C2C)C=2C(=NC(=CC2)N2CC3=C(C=CC=C3CC2)C(NC=2SC3=C(N2)C=CC=C3)=O)P(O)(=O)C